[Si](C)(C)(C(C)(C)C)OC1(CCC1)C1(C(N=CC(=C1)Cl)NC(CN(C(CCl)=O)CC1=CC=C(C=C1)C(F)(F)F)=O)F 3-((tert-butyldimethylsilyloxy)cyclobutyl)-N-(5-chloro-3-fluoropyridin-2-yl)-2-(2-chloro-N-(4-(trifluoromethyl)benzyl)acetamido)acetamide